C(CCCCCC)C1OC2=CC(=CC=C2C(C1)N)OC heptyl-4-amino-7-methoxychroman